ClC1=CC(=C(C=C1Cl)CN1CCC(CC1)(O)CNC(C(F)(F)F)=O)O N-([1-[(4,5-dichloro-2-hydroxyphenyl)methyl]-4-hydroxypiperidin-4-yl]methyl)-2,2,2-trifluoroacetamide